COC1=C(C=CC(=C1)OC)CN(C1=NC2=CC=CC=C2C=C1)C N-[(2,4-dimethoxyphenyl)methyl]-N-methylquinolin-2-amine